6-Ethynyl-7-(4-((pyridin-3-ylmethyl)amino)bicyclo[2.2.2]octan-1-yl)-5-(quinolin-3-yl)-7H-pyrrolo[2,3-d]pyrimidine-4-amine C(#C)C1=C(C2=C(N=CN=C2N)N1C12CCC(CC1)(CC2)NCC=2C=NC=CC2)C=2C=NC1=CC=CC=C1C2